NC=1C=C(C=CC1Cl)C1=C2CN(C(C2=CC=C1)=O)CC(C#N)=C 2-{[4-(3-amino-4-chlorophenyl)-1-oxo-2,3-dihydro-1H-isoindol-2-yl]methyl}prop-2-enenitrile